3-(5-((4-((4-(2,3-dichlorophenyl)piperazin-1-yl)methyl)benzyl)amino)-4-oxobenzo[d][1,2,3]triazin-3(4H)-yl)piperidine-2,6-dione ClC1=C(C=CC=C1Cl)N1CCN(CC1)CC1=CC=C(CNC2=CC=CC=3N=NN(C(C32)=O)C3C(NC(CC3)=O)=O)C=C1